Tert-Butyl 4-[(2-ethylpyridin-3-yl)amino]piperidine-1-carboxylate C(C)C1=NC=CC=C1NC1CCN(CC1)C(=O)OC(C)(C)C